4-bromo-N-((1-(4-(trifluoromethyl)benzyl)-1H-1,2,3-triazol-4-yl)methyl)-3-nitrobenzamide BrC1=C(C=C(C(=O)NCC=2N=NN(C2)CC2=CC=C(C=C2)C(F)(F)F)C=C1)[N+](=O)[O-]